methyl N-[5-[6-[2-(4-fluoro-3-methoxy-phenyl)-1,2,4-triazol-3-yl]imidazo[1,2-a]pyridin-3-yl]-2-pyridyl]carbamate FC1=C(C=C(C=C1)N1N=CN=C1C=1C=CC=2N(C1)C(=CN2)C=2C=CC(=NC2)NC(OC)=O)OC